C(C)(=O)C1=C[CH-]C=C1.[CH-]1C=C(C=C1)C(C)=O.[Fe+2] 3,3'-diacetylferrocene